tertiary butyl-aminoethoxyethanol 2-((2S,3S)-3-(2-chlorobenzyl)-1,4-dioxaspiro[4.5]decan-2-yl)ethyl-sulfamate ClC1=C(C[C@H]2[C@@H](OC3(O2)CCCCC3)CCNS(=O)(=O)OC(C)(OCCN)C(C)(C)C)C=CC=C1